C(C)OC(=O)C1=NN(C(N1)=O)CC1=CC=C(C=C1)C(F)(F)F 5-oxo-1-(4-(trifluoromethyl)benzyl)-4,5-dihydro-1H-1,2,4-triazole-3-carboxylic acid ethyl ester